ClC1=NC=CC(=C1)C(C)O 1-(2-chloropyridin-4-yl)ethanol